C(C)(C)(C)C1(NC(=NC(=N1)NCC)OC)N 2-tert-butyl-N4-ethyl-6-methoxy-1,3,5-triazine-2,4-diamine